FC1=C(C=C(C=C1)N(C(=O)[C@H]1N(S(N(C1)C)(=O)=O)C1=NC(=CC(=C1)C(F)(F)F)C)C)C (S)-N-(4-Fluoro-3-methylphenyl)-N,5-dimethyl-2-(6-methyl-4-(trifluoromethyl)pyridin-2-yl)-1,2,5-thiadiazolidine-3-carboxamide 1,1-dioxide